ClC1=C(C(=O)NC(NC2=CC=C(C=C2)OC(F)(F)F)=O)C=CC=C1 2-Chloro-N-[[4-(trifluoromethoxy)phenyl]carbamoyl]benzamide